C1NCC12CC=C(CC2)C=2C=NC1=CC=C(C=C1C2)C=2N=CNC2C2=NC(=CC=C2)C 3-(2-azaspiro[3.5]non-6-en-7-yl)-6-[5-(6-methyl-2-pyridyl)-1H-imidazol-4-yl]quinoline